potassium dihydrogen phosphate sodium trifluoroacetate FC(C(=O)[O-])(F)F.[Na+].P(=O)(O)(O)[O-].[K+]